[O-]CCC.[B+3].[O-]CCC.[O-]CCC boron n-propoxide